2-(2,6-DIOXOPIPERIDIN-3-YL)-4-((4-((4-(METHYLSULFONYL)PIPERIDIN-1-YL)METHYL)BENZYL)OXY)ISOINDOLINE-1,3-DIONE O=C1NC(CCC1N1C(C2=CC=CC(=C2C1=O)OCC1=CC=C(C=C1)CN1CCC(CC1)S(=O)(=O)C)=O)=O